C1C(CC12CCNCC2)N2CCC(CC2)C=2C=NC(=NC2)N2[C@@H](C1=C(NC=3N=NC(=CC31)C3=C(C=CC=C3)O)CC2)C (R)-2-(6-(5-(1-(7-azaspiro[3.5]nonan-2-yl)piperidin-4-yl)pyrimidin-2-yl)-5-methyl-6,7,8,9-tetrahydro-5H-pyrido[3',4':4,5]pyrrolo[2,3-c]pyridazin-3-yl)phenol